ClC1=CC=C(C=C1)C1NC(NC(=C1C(=O)OCC=C)C)=S allyl 4-(4-chlorophenyl)-6-methyl-2-thioxo-1,2,3,4-tetrahydropyrimidine-5-carboxylate